C1C(CC12CCNCC2)N2CC(CC2)CN2CCN(CC2)C2=NC=CC(=N2)COC2=CC=C(C=C2)C(C)(C)C=2C=C(C#N)C=C(C2)Cl 3-(2-(4-((2-(4-((1-(7-azaspiro[3.5]nonan-2-yl)pyrrolidin-3-yl)methyl)piperazin-1-yl)pyrimidin-4-yl)methoxy)phenyl)propan-2-yl)-5-chlorobenzonitrile